(6-(3-cyanophenyl)oxazolo[5,4-b]pyridin-2-yl)-3-fluoropiperidine-1-carbonitrile C(#N)C=1C=C(C=CC1)C=1C=C2C(=NC1)OC(=N2)C2N(CCCC2F)C#N